6-((tert-butyldiphenylsilyl)oxy)-1-(2-methylthiazol-5-yl)hexan-1-amine [Si](C1=CC=CC=C1)(C1=CC=CC=C1)(C(C)(C)C)OCCCCCC(N)C1=CN=C(S1)C